bromo-1-(4-methylpiperazin-1-yl)isoquinoline-3-carboxylic acid methyl ester COC(=O)C=1N=C(C2=CC=CC=C2C1Br)N1CCN(CC1)C